(5R)-N-(1-(dimethylamino)-2-(4-ethylphenyl)-1-oxobut-2-yl)-7,7-dimethyl-5-phenyl-4,5,6,7-tetrahydropyrazolo[1,5-a]pyridine-3-carboxamide CN(C(C(CC)(C1=CC=C(C=C1)CC)NC(=O)C=1C=NN2C1C[C@@H](CC2(C)C)C2=CC=CC=C2)=O)C